dioleoyl-trimethylammonium C(CCCCCCC\C=C/CCCCCCCC)(=O)C([NH+](C)C)C(CCCCCCC\C=C/CCCCCCCC)=O